((3R)-3-((5-(1-cyclopropylethyl)-7H-pyrrolo[2,3-d]pyrimidin-4-yl)amino)piperidin-1-yl)prop-2-en-1-one C1(CC1)C(C)C1=CNC=2N=CN=C(C21)N[C@H]2CN(CCC2)C(C=C)=O